3-methylimidazoline-2-one CN1C(NCC1)=O